1-(2-(quinolin-2-yl)phenyl)pyrrolidin-2-one N1=C(C=CC2=CC=CC=C12)C1=C(C=CC=C1)N1C(CCC1)=O